5-Chloro-N2-(2-isopropoxy-5-methyl-4-(1-(oxetan-3-yl)-1,2,3,6-tetrahydropyridin-4-yl)phenyl)-N4-(2-(isopropylsulfonyl)phenyl)pyrimidin-2,4-diamin ClC=1C(=NC(=NC1)NC1=C(C=C(C(=C1)C)C=1CCN(CC1)C1COC1)OC(C)C)NC1=C(C=CC=C1)S(=O)(=O)C(C)C